(S)-2-{[8-(3-fluorobenzyloxy)-2,3-dihydrobenzo[b][1,4]dioxin-5-yl]methylamino}propanamide FC=1C=C(COC2=CC=C(C3=C2OCCO3)CN[C@H](C(=O)N)C)C=CC1